7-(3-fluoro-4-(methylcarbamoyl)benzyl)furo[3,2-b]pyridine-5-carboxylic acid FC=1C=C(CC2=C3C(=NC(=C2)C(=O)O)C=CO3)C=CC1C(NC)=O